C(C)(=O)C1=C(C2=C(N=C(N=C2)NC2=NC=C(C=C2)N2CC3CCC(C2)N3CC3=CC=C(C=C3)CCl)N(C1=O)C1CCCC1)C 6-acetyl-2-[[5-[8-[[4-(chloromethyl)phenyl]methyl]-3,8-diazabicyclo[3.2.1]octan-3-yl]-2-pyridyl]amino]-8-cyclopentyl-5-methyl-pyrido[2,3-d]pyrimidin-7-one